3-Bromo-2-(5-fluoropyridin-2-yl)-6,6-dimethyl-6,7-dihydro-4H-pyrazolo[5,1-c][1,4]oxazine BrC=1C(=NN2C1COC(C2)(C)C)C2=NC=C(C=C2)F